F[C@@H](C=O)[C@@H](O)[C@H](O)[C@H](O)CO 2-fluorodeoxyglucose